NC1=NC2=CC(=CC=C2C=C1F)O[C@H]1CC[C@]2([C@@H]1O[C@H]([C@@H]2O)N2C=CC1=C2N=CN=C1C)O (2R,3R,3aS,6S,6aR)-6-((2-amino-3-fluoroquinolin-7-yl)oxy)-2-(4-methyl-7H-pyrrolo[2,3-d]pyrimidin-7-yl)hexahydro-3aH-cyclopenta[b]furan-3,3a-diol